3-[[(1R)-1-(3-carbamoyl-10-fluoro-8-oxo-5,6-dihydro-1,6-naphthyridino[5,6-b]quinazolin-12-yl)ethyl]amino]-6-chloro-pyridine-2-carboxylic acid C(N)(=O)C1=NC=2CCN3C(=NC4=C(C=C(C=C4C3=O)F)[C@@H](C)NC=3C(=NC(=CC3)Cl)C(=O)O)C2C=C1